C(#N)C1=CC=C(CNC(=O)C=2C(N(C3=C(N=CC=C3C2)OCC2(CC2)S(NC2(COC2)C)(=O)=O)C)=O)C=C1 N-(4-cyanobenzyl)-1-methyl-8-((1-(N-(3-methyloxetan-3-yl)sulfamoyl)cyclopropyl)methoxy)-2-oxo-1,2-dihydro-1,7-naphthyridine-3-carboxamide